2-(azepan-1-yl)ethan-1-ol N1(CCCCCC1)CCO